(1S,4R)-4-[[3-(3-chloro-5-fluorophenyl)-5-(trifluoromethyl)-4H-isoxazole-5-carbonyl]amino]cyclopent-2-ene-1-carbonyl chloride ClC=1C=C(C=C(C1)F)C1=NOC(C1)(C(=O)N[C@H]1C=C[C@H](C1)C(=O)Cl)C(F)(F)F